OC(CN(CC[C@@H](C(=O)O)NC1=NC=NC2=CC=CC=C12)CCCCC1=NC=2NCCCC2C=C1)(C)C (S)-4-((2-hydroxy-2-methylpropyl)(4-(5,6,7,8-tetrahydro-1,8-naphthyridin-2-yl)butyl)amino)-2-(quinazolin-4-ylamino)butanoic acid